1,1',1'',1'''-(((2R,5R,8R,11R)-1,4,7,10-tetraazacyclododecane-2,5,8,11-tetrayl)tetrakis(propane-3,1-diyl))tetraguanidine N1[C@@H](CN[C@@H](CN[C@@H](CN[C@@H](C1)CCCNC(=N)N)CCCNC(=N)N)CCCNC(=N)N)CCCNC(=N)N